FC(C1=NN2C(N=C(C=C2NCC(C2=CC=C(C=C2)F)N2CC3(C2)NC(OC3)=O)C(F)(F)F)=C1)(F)F 2-(2-((2,5-Bis(trifluoromethyl)pyrazolo[1,5-a]pyrimidin-7-yl)amino)-1-(4-fluorophenyl)ethyl)-7-oxa-2,5-diazaspiro[3.4]octan-6-one